NC=1SC(=C(N1)C(=O)OC)I methyl 2-amino-5-iodothiazole-4-carboxylate